rel-(R)-N-Methyl-1-(5-(2-methylpyridin-4-yl)isochroman-1-yl)methanamine hydrochloride salt Cl.CNC[C@@H]1OCCC2=C(C=CC=C12)C1=CC(=NC=C1)C |o1:4|